3-(7-(8-chloronaphthalen-1-yl)-2-(2-(2-(difluoromethyl)-1H-imidazol-1-yl)ethoxy)-8-fluoropyrido[4,3-d]pyrimidin-4-yl)-3,8-diazabicyclo[3.2.1]octan-6-ol ClC=1C=CC=C2C=CC=C(C12)C1=C(C=2N=C(N=C(C2C=N1)N1CC2CC(C(C1)N2)O)OCCN2C(=NC=C2)C(F)F)F